5-(2-(1H-imidazol-1-yl)ethoxy)-2,2'-bipyridine N1(C=NC=C1)CCOC=1C=CC(=NC1)C1=NC=CC=C1